FC(C(=O)O)(F)F.ClC=1C(=CC(=C(C(=O)NS(=O)(=O)N2CCC(CC2)O[C@H]2CNCC2)C1)F)OCC1CCCC1 (R)-5-chloro-4-(cyclopentylmethoxy)-2-fluoro-N-((4-(pyrrolidin-3-yloxy)piperidin-1-yl)sulfonyl)benzamide 2,2,2-trifluoroacetate